(1S,2S,4R)-4-(4-amino-5-(1-methyl-1H-pyrazol-3-yl)-7H-pyrrolo[2,3-d]pyrimidin-7-yl)-2-hydroxy-N-(1-methylpiperidin-4-yl)cyclopentane-1-carboxamide NC=1C2=C(N=CN1)N(C=C2C2=NN(C=C2)C)[C@H]2C[C@@H]([C@H](C2)C(=O)NC2CCN(CC2)C)O